ClC1=CC=C(C=NNC2=NC=NC3=C2N=CN=C3NC3=CC(=CC=C3)Cl)C=C1 8-(2-(4-chlorobenzylidene)hydrazineyl)-N-(3-chlorophenyl)pyrimido[5,4-d]pyrimidin-4-amine